tert-Butyl 2-cyano-5,7-dimethyl-6,8-dioxo-5,7,8,9,9a,10,12,13-octahydropyrazino[1',2':4,5][1,4]diazepino[2,3-c][1,5]naphthyridine-11(6H)-carboxylate C(#N)C=1N=C2C3=C(C(N(C2=CC1)C)=O)N(C(CC1N3CCN(C1)C(=O)OC(C)(C)C)=O)C